C(C)(C)(C)OC([C@@H](C)N1C(C2=CC(=CC=C2C1)C1=NC(=NC=C1Cl)NC1CCOCC1)=O)=O (2R)-2-(6-{5-chloro-2-[(oxacyclohex-4-yl)amino]pyrimidin-4-yl}-1-oxo-2,3-dihydro-1H-isoindol-2-yl)propionic acid tert-butyl ester